2,4,6-trihydroxy-1,3,5-benzenetricarboaldehyde OC1=C(C(=C(C(=C1C=O)O)C=O)O)C=O